2,3-dibromo-4-hydroxy-1-acryloyloxynaphthalene BrC1=C(C2=CC=CC=C2C(=C1Br)O)OC(C=C)=O